(3R)-3-(3-nitrophenyl)butan-1-ol [N+](=O)([O-])C=1C=C(C=CC1)[C@@H](CCO)C